C(CCCCCCCC)OCOCCCC(CC(CC(CC(CC(CC(CCCI)C)C)C)C)C)C 17-iodo-4,6,8,10,12,14-hexamethylheptadecyl nonyloxymethyl ether